C(C)(C)(C)C=1C=C(C=C(C1O)C(C)(C)C)CN1C(N(C(N(C1=O)CC1=CC(=C(C(=C1)C(C)(C)C)O)C(C)(C)C)=O)CC1=CC(=C(C(=C1)C(C)(C)C)O)C(C)(C)C)=O tris[(3,5-di-tert-butyl-4-hydroxyphenyl)methyl]-1,3,5-triazinane-2,4,6-trione